S1C(=CC=C1)CCN1C[C@@H](C([C@@H](C1)O)O)O (3S,4r,5R)-1-(2-(thiophen-2-yl)ethyl)piperidine-3,4,5-triol